O=C1NC(CCC1N1C(C2=CC=CC(=C2C1)C#CCCCCCN1CCN(CC1)C1=NC=C(C(=O)N2CCC(CC2)CCCCNC(\C=C\C=2C=NC=CC2)=O)C=C1)=O)=O (E)-N-(4-(1-(6-(4-(7-(2-(2,6-dioxopiperidin-3-yl)-1-oxoisoindoline-4-yl)hept-6-yn-1-yl)piperazin-1-yl)nicotinoyl)piperidin-4-yl)butyl)-3-(pyridin-3-yl)acrylamide